N-[[4,5-dichloro-2-(prop-2-en-1-yloxy)phenyl][1-(pyrrolidine-1-sulfonyl)piperidin-4-yl]methyl]-2-methylpropane-2-sulfinamide ClC1=CC(=C(C=C1Cl)C(NS(=O)C(C)(C)C)C1CCN(CC1)S(=O)(=O)N1CCCC1)OCC=C